rac-(5R)-7,7-difluoro-5-phenyl-N-[rac-(3S)-5-methyl-4-oxo-2,3-dihydro-1,5-benzoxazepine-3-yl]-5,6-dihydropyrrolo[1,2-b][1,2,4]Triazole-2-carboxamide FC1(C[C@@H](N2N=C(N=C21)C(=O)N[C@H]2COC1=C(N(C2=O)C)C=CC=C1)C1=CC=CC=C1)F |r|